OC=1C=C2C=C(NC2=CC1)CCNC(C)=O N-[2-(5-Hydroxy-1H-indol-2-yl)ethyl]acetamide